2,6-di(non-5-yl)aniline methyl-2-(1-{3-chloro-4-[(3,5-difluoropyridin-2-yl)methoxy]-5',6-dimethyl-2-oxo-[1,4'-bipyridin]-2'-yl}pyrazol-3-yl)-2-methylpropanoate COC(C(C)(C)C1=NN(C=C1)C1=NC=C(C(=C1)N1C(C(=C(C=C1C)OCC1=NC=C(C=C1F)F)Cl)=O)C)=O.CCCCC(CCCC)C1=C(N)C(=CC=C1)C(CCCC)CCCC